N-[(3S)-1-(6-{[(1S)-1-(1H-Indazol-4-yl)ethyl]amino}pyridine-3-carbonyl)pyrrolidin-3-yl]-N-methylacetamide N1N=CC2=C(C=CC=C12)[C@H](C)NC1=CC=C(C=N1)C(=O)N1C[C@H](CC1)N(C(C)=O)C